tert-butyl (S,Z)-4-(5-(((tert-butylsulfinyl)imino)(4-fluorophenyl)methyl)-pyrimidin-2-yl)piperazine-1-carboxylate C(C)(C)(C)[S@](=O)\N=C(/C=1C=NC(=NC1)N1CCN(CC1)C(=O)OC(C)(C)C)\C1=CC=C(C=C1)F